[Br-].C(CCC)[N+]1=CC=CC=C1 1-Butylpyridinium bromide